CN1N=C(C=C1C(=O)N[C@@H](C)C1=NC(=NS1)N1CCCCC1)C(F)(F)F |r| 2-methyl-N-[rac-(1S)-1-[3-(1-piperidinyl)-1,2,4-thiadiazol-5-yl]ethyl]-5-(trifluoromethyl)pyrazole-3-carboxamide